4-((tert-butoxycarbonyl)(2-(tert-butyldisulfanyl)ethyl)amino)butanoic acid C(C)(C)(C)OC(=O)N(CCCC(=O)O)CCSSC(C)(C)C